3-[[(4-bromocyclohex-3-en-1-yl)oxy]methyl]-1-(pyridine-2-yl)piperidine-4-amine BrC1=CCC(CC1)OCC1CN(CCC1N)C1=NC=CC=C1